C(C)(C)(C)OC(N(CCC(CC=O)(C)C)C(=O)OC(C)(C)C)=O (tert-Butoxycarbonyl)(3,3-dimethyl-5-oxopentyl)carbamic acid tert-butyl ester